(9S,13S)-13-amino-10-fluoro-3,9-dimethyl-3,4,7,15-tetraazatricyclo[12.3.1.02,6]Octadeca-1(18),2(6),4,14,16-pentaen-8-one N[C@H]1CCC([C@H](C(NC=2C=NN(C2C=2C=CN=C1C2)C)=O)C)F